[Cl-].ClC=[N+](C)C chloromethylene-N,N-dimethyl-ammonium chloride